CC1=C(OC=2C=C3C=NN(C3=CC2C=2C3=C(C(N(C2)C)=O)NC(=C3)C(=O)NCC)CCF)C(=CC=C1)C 4-(5-(2,6-dimethylphenoxy)-1-(2-fluoroethyl)-1H-indazol-6-yl)-N-ethyl-6-methyl-7-oxo-6,7-dihydro-1H-pyrrolo[2,3-c]pyridine-2-carboxamide